5-bromo-6-fluoro-1H-indazole BrC=1C=C2C=NNC2=CC1F